7-bromo-1-cyclopropyl-3-(2-((triisopropylsilyl)oxy)ethyl)cinnolin-4(1H)-one BrC1=CC=C2C(C(=NN(C2=C1)C1CC1)CCO[Si](C(C)C)(C(C)C)C(C)C)=O